1-[8-Methyl-7-(4-piperidyl)imidazo[1,2-a]pyridin-3-yl]hexahydropyrimidine-2,4-dione CC=1C=2N(C=CC1C1CCNCC1)C(=CN2)N2C(NC(CC2)=O)=O